1-tert-butyloxycarbonylpiperidine-4-carboxaldehyde C(C)(C)(C)OC(=O)N1CCC(CC1)C=O